C1C(CCC2CCCCC12)N 2-decalinamine